2-[1-(methoxymethyl)-2,2-dimethyl-3-bicyclo[3.1.0]hexyl]acetaldehyde COCC12C(C(CC2C1)CC=O)(C)C